methyl 1-amino-4-(benzyloxy)-8-(3-chlorophenyl)isoquinoline-3-carboxylate NC1=NC(=C(C2=CC=CC(=C12)C1=CC(=CC=C1)Cl)OCC1=CC=CC=C1)C(=O)OC